3-(tert-butyl) 4-methyl 1-(1-(tert-butoxycarbonyl)piperidin-4-yl)-6-oxo-1,6-dihydropyridine-3,4-dicarboxylate C(C)(C)(C)OC(=O)N1CCC(CC1)N1C=C(C(=CC1=O)C(=O)OC)C(=O)OC(C)(C)C